1,2,3-Triazoline N1=NNCC1